FC1=C2C=C(NC2=CC(=C1)OCC1=CC(=NO1)C)CNC(=O)N1CCC1 N-((4-fluoro-6-((3-methylisoxazol-5-yl)methoxy)-1H-indol-2-yl)methyl)azetidine-1-carboxamide